N-(3,3-difluorocyclobutyl)-5-(1-isopropyl-2-methyl-1H-imidazo[4,5-b]pyridin-6-yl)pyrrolo[2,1-f][1,2,4]triazin-2-amine FC1(CC(C1)NC1=NN2C(C=N1)=C(C=C2)C=2C=C1C(=NC2)N=C(N1C(C)C)C)F